CC1=CC(=CC(=N1)N1[C@@H]([C@H](CC1=O)COS(=O)(=O)C)C(=O)OCCCC)C(F)(F)F butyl (2S,3S)-1-(6-methyl-4-(trifluoromethyl)pyridin-2-yl)-3-(((methylsulfonyl)oxy)methyl)-5-oxopyrrolidine-2-carboxylate